1-phenyl-1-methyl-3-(2-chloro-1-oxoethyl)cyclobutane C1(=CC=CC=C1)C1(CC(C1)C(CCl)=O)C